2-bromo-9,10-bis(isopropylcarbonyloxy)anthracene BrC1=CC2=C(C3=CC=CC=C3C(=C2C=C1)OC(=O)C(C)C)OC(=O)C(C)C